C(C)OC(=O)C=1N(C2=CC=C(C=C2C1)N)COCC[Si](C)(C)C 5-amino-1-((2-(trimethylsilyl)ethoxy)methyl)-1H-indole-2-carboxylic acid ethyl ester